ClC1=C(CC=2N(C(N(N2)C)=O)CC2CCC3(CC3)CC2)C(=CC=C1)F 5-(2-chloro-6-fluorobenzyl)-2-methyl-4-(spiro[2.5]octan-6-ylmethyl)-2,4-dihydro-3H-1,2,4-triazol-3-one